OC=1C=C2CC[C@@H]([C@@H](C2=CC1)C1=CC=C(C=C1)N1CCC(CC1)CN1CCN(CC1)C=1C=C2CN(C(C2=CC1)=O)[C@@H]1C(NC(CC1)=O)=O)C(C)C (S)-3-(5-(4-((1-(4-((1R,2R)-6-hydroxy-2-isopropyl-1,2,3,4-tetrahydronaphthalene-1-yl)phenyl)piperidin-4-yl)methyl)piperazin-1-yl)-1-oxoisoindolin-2-yl)piperidine-2,6-dione